sodium sulfoisophthalic isocyanate S(=O)(=O)(O)C1=C(C(=O)N=C=O)C=CC=C1C(=O)N=C=O.[Na]